FC(C1=NN=C(O1)C1=CC=C(CN2N=NC(=C2)C=2C=CC3=C(NC(=N3)NCC)C2)C=C1)F 6-(1-(4-(5-(difluoromethyl)-1,3,4-oxadiazol-2-yl)benzyl)-1H-1,2,3-triazol-4-yl)-N-ethyl-1H-benzo[d]imidazol-2-amine